BrC1=C(C(=CC=C1)I)CS(=O)(=O)NCC1=C(C=C(C=C1)OC)OC 1-(2-bromo-6-iodophenyl)-N-[(2,4-dimethoxyphenyl)methyl]methanesulfonamide